Racemic-trans-4-(5-bromo-2-fluoropyridin-3-yl)-4-fluoro-3-methylpiperidine-1-carboxylic acid tert-butyl ester C(C)(C)(C)OC(=O)N1C[C@H]([C@@](CC1)(F)C=1C(=NC=C(C1)Br)F)C |r|